(R)-1-(4-(2-(6-(3-aminopiperidine-1-carbonyl)-3-methylpyrazolo[1,5-a]pyridin-2-yl)-1-(cyclopropylmethyl)-1H-indol-7-yl)piperidin-1-yl)-2-ethoxyethan-1-one N[C@H]1CN(CCC1)C(=O)C=1C=CC=2N(C1)N=C(C2C)C=2N(C1=C(C=CC=C1C2)C2CCN(CC2)C(COCC)=O)CC2CC2